(6-bromo-2,3,4-trihydroxyphenyl)(4-isopropylphenyl)methanone BrC1=CC(=C(C(=C1C(=O)C1=CC=C(C=C1)C(C)C)O)O)O